amino(1H-imidazol-4-yl)acetic acid methyl ester dihydrochloride Cl.Cl.COC(C(C=1N=CNC1)N)=O